potassium sodium magnesium calcium [Ca].[Mg].[Na].[K]